The molecule is a 1-(Z)-alk-1-enyl-2-acyl-sn-glycero-3-phosphocholine in which the alk-1-enyl and acyl groups are specified as (1Z)-octadecenyl and linoleoyl (9Z,12Z-octadecadienoyl) respectively. It has a role as a mouse metabolite. It is a 1-(Z)-alk-1-enyl-2-acyl-sn-glycero-3-phosphocholine and a phosphatidylcholine (P-36:2). It derives from a linoleic acid. CCCCCCCCCCCCCCCC/C=C\\OC[C@H](COP(=O)([O-])OCC[N+](C)(C)C)OC(=O)CCCCCCC/C=C\\C/C=C\\CCCCC